lithium bis(perfluoroethyl sulfonyl) sulfide FC(C(F)(F)F)(S(=O)(=O)SS(=O)(=O)C(C(F)(F)F)(F)F)F.[Li]